3'-((2-hydroxy-3,4-dioxocyclobut-1-en-1-yl)amino)-5'-(1H-tetrazol-5-yl)-N-(4-(trifluoromethyl)benzyl)-[1,1'-biphenyl]-4-carboxamide OC1=C(C(C1=O)=O)NC=1C=C(C=C(C1)C1=NN=NN1)C1=CC=C(C=C1)C(=O)NCC1=CC=C(C=C1)C(F)(F)F